NC1=CC(=NC=N1)NC1=CC(=C2N(C1=O)C1(C3C4CCCC4C(C1)C3)NC2=O)C 6-[(6-aminopyrimidin-4-yl)amino]-8-methyl-2H-spiro[imidazo[1,5-a]pyridine-3,8'-tricyclo[5.2.1.0^{2,6}]decane]-1,5-dione